C(CCCCCC=CCC)=O 7-decenal